(S)-(1'-(5-(2,3-dichlorophenyl)-4-cyano-6-methylpyrimidin-2-yl)-1,3-dihydrospiro[inden-2,4'-piperidin]-1-yl)carbamic acid tert-butyl ester C(C)(C)(C)OC(N[C@@H]1C2=CC=CC=C2CC12CCN(CC2)C2=NC(=C(C(=N2)C#N)C2=C(C(=CC=C2)Cl)Cl)C)=O